8-hydroxy-2,3,4,5-tetrahydrothiopyrano[3,2-d]pyridin-6-one OC=1C2=C(CC(N1)=O)CCCS2